CC1=C2C(=C(C(=NC2=CC(=C1)Br)C1=CC=C(C=C1)C(F)(F)F)C)OC methyl-7-bromo-4-methoxy-3-methyl-2-(4-(trifluoromethyl)phenyl)quinoline